2-((2S,3S)-3-(4-((4,6-difluorobenzo[d]thiazol-5-yl)amino)thieno[2,3-b]pyridin-2-yl)-2-methylpyrrolidin-1-yl)ethan-1-ol FC1=C(C(=CC2=C1N=CS2)F)NC2=C1C(=NC=C2)SC(=C1)[C@@H]1[C@@H](N(CC1)CCO)C